tert-Butyl 4-((2-bromo-6-(((1R,4R)-4-hydroxycyclohexyl)amino)pyridin-4-yl)methyl)piperazine-1-carboxylate BrC1=NC(=CC(=C1)CN1CCN(CC1)C(=O)OC(C)(C)C)NC1CCC(CC1)O